4,6-dichloronicotinic acid chloride ClC1=CC(=NC=C1C(=O)Cl)Cl